C1(CCC1)CNC1=CC=CC(=N1)C=1C=CC=2N(C1)C=C(N2)CN2C(C1=CN=CC(=C1C=C2)C2=CC=CC=C2)=O 2-((6-(6-((cyclobutylmethyl)amino)pyridin-2-yl)imidazo[1,2-a]pyridin-2-yl)methyl)-5-phenyl-2,7-naphthyridin-1(2H)-one